C1(CCCCC1)S(=O)(=O)C1=CC=C(N=N1)NC1C[C@@H]2[C@@H](CN(C2)C(=O)OC(C)(C)C)C1 tert-Butyl (3aR,5s,6aS)-5-((6-(cyclohexylsulfonyl)pyridazin-3-yl)amino)hexahydrocyclopenta[c]pyrrole-2(1H)-carboxylate